2-methyl-4-chloro-5-(2-hydroxyethylamino)phenol CC1=C(C=C(C(=C1)Cl)NCCO)O